CC(CC(C)(C)C)(C)OCCC(CC)C 3-methyl-pentyl 1,1,3,3-tetramethyl-butyl ether